tert-butyl(trans-4-(hydroxymethyl)cyclohexyl)carbamate C(C)(C)(C)OC(N[C@@H]1CC[C@H](CC1)CO)=O